C(CCC)OC=1OC2=CC=C(C=C2C(C1CCC)=O)I 2-butoxy-6-iodo-3-propyl-4H-chromen-4-one